hexadecyl tridecanoate C(CCCCCCCCCCCC)(=O)OCCCCCCCCCCCCCCCC